2-[(tert-butyldiphenylsiloxy)methyl]Benzamide O([Si](C1=CC=CC=C1)(C1=CC=CC=C1)C(C)(C)C)CC1=C(C(=O)N)C=CC=C1